O=C1N(CC2=CC(=CC=C12)OC1CNCC1)C1C(NC(CC1)=O)=O 3-(1-oxo-5-(pyrrolidin-3-yloxy)isoindolin-2-yl)piperidine-2,6-dione